C(C)OCC1=CC=2C(C3=CC(=CC=C3NC2C=C1)CN1CCNCC1)(C)C 2-(Ethoxymethyl)-9,9-dimethyl-7-(piperazin-1-ylmethyl)-9,10-dihydroacridine